N-(5-nitro-3-trifluoromethylpyridin-2-yl)-tetrahydro-2H-thiapyran-4-carboxamide 1,1-dioxide [N+](=O)([O-])C=1C=C(C(=NC1)NC(=O)C1CCS(CC1)(=O)=O)C(F)(F)F